bis[2-(succinimidyloxycarbonyloxy)ethyl]sulfone C1(CCC(N1OC(=O)OCCS(=O)(=O)CCOC(=O)ON1C(CCC1=O)=O)=O)=O